(5R)-2-(5-(5-chloropyrimidin-2-yl)-2-azabicyclo[2.2.1]heptan-2-yl)-5-oxo-(6,7-dihydrothieno[3,2-d]pyrimidin-4-yl)amino-cyclobutyl-methanol ClC=1C=NC(=NC1)C1C2CN(C(C1)C2)C2C(CC2)C(O)NC=2C1=C(N=CN2)CC[S@]1=O